benzoic acid 2-hydroxybutyl ester OC(COC(C1=CC=CC=C1)=O)CC